[N+](=O)([O-])C1=C(COC(=O)C=2C(=C(C=CC2)C(C2=CC=CC=C2)(N)N)C(=O)OCC2=C(C=CC=C2)[N+](=O)[O-])C=CC=C1 bis[[(2-nitrobenzyl)oxy]carbonyl]diaminodiphenylmethane